ClC=1C=C2C=NN(C2=C(C1)C(=O)NC1CC2(CC(C2)CC(=O)O)C1)CC=1C=NC(=NC1)C1CC1 (6-(5-Chloro-1-((2-cyclopropylpyrimidin-5-yl)methyl)-1H-indazole-7-carboxamido)spiro[3.3]heptane-2-yl)Acetic acid